2-(4-(2-amino-3-fluoro-4-methylquinolin-7-yl)-1-methyl-1H-pyrazol-5-yl)-4-chloro-6-cyclopropyloxy-3-fluorobenzonitrile NC1=NC2=CC(=CC=C2C(=C1F)C)C=1C=NN(C1C1=C(C#N)C(=CC(=C1F)Cl)OC1CC1)C